ClCCCC\C=C/CCO (3Z)-8-chloro-3-octen-1-ol